(methyl-d3)(3-phenoxypropyl)selenane C([2H])([2H])([2H])C1([Se]CCCC1)CCCOC1=CC=CC=C1